C(C=C)OC1=CSC2=C(N=C(C(=C21)C=C)C)Cl 3-allyloxy-7-chloro-5-methyl-4-vinyl-thieno[2,3-c]pyridine